3-But-3-ynyl-6,6,9-trimethyl-6a,7,10,10a-tetrahydrobenzo[c]chromen-1-ol C(CC#C)C=1C=C(C=2C3C(C(OC2C1)(C)C)CC=C(C3)C)O